tert-butyl 7-fluoro-5-oxa-2-azaspiro[3.5]non-7-ene-2-carboxylate FC=1COC2(CN(C2)C(=O)OC(C)(C)C)CC1